5-chloro-1'-{2-[(2-oxo-1,2,3,4-tetrahydroquinolin-6-yl)oxy]ethyl}-1,2-dihydrospiro[indole-3,4'-piperidin]-2-one ClC=1C=C2C(=CC1)NC(C21CCN(CC1)CCOC=1C=C2CCC(NC2=CC1)=O)=O